C([C@H](O)C1=CC=CC=C1)(=O)O.C(C)(C)(C)OC(C)=O acetic acid tert-butyl ester D-mandelate